FC1=CC=C(OC=2C=C3CCC(=C(C3=CC2)C)CN2CC(C2)C(=O)O)C=C1 1-{[6-(4-Fluorophenoxy)-1-methyl-3,4-dihydro-2-naphthalenyl]methyl}-3-azetidinecarboxylic acid